4-carboxy-N,N-dimethyl-N-(prop-2-yn-1-yl)butan-1-aminium bromide [Br-].C(=O)(O)CCCC[N+](CC#C)(C)C